4-(3,5-dimethoxypyridin-4-yl)-3-(2-methoxyethoxy)-2-oxo-2H-pyran-6-carbonyl chloride COC=1C=NC=C(C1C1=C(C(OC(=C1)C(=O)Cl)=O)OCCOC)OC